C(C1=CC=CC=C1)OC1=NC(=CC=C1N1C=NC2=C1C=CC=C2N2CCC(CC2)(O)CC(=O)OC(C)(C)C)OCC2=CC=CC=C2 tert-butyl 2-(1-(1-(2,6-bis(benzyloxy)pyridin-3-yl)-1H-benzo[d]imidazol-4-yl)-4-hydroxypiperidin-4-yl)acetate